N-Boc-alaninol C(=O)(OC(C)(C)C)N[C@@H](C)CO